N1(CCNCCC1)C1C(OCC1)=O 1,4-diazacycloheptan-1-yl-oxacyclopentan-2-one